(6aR)-N-((R)-pentan-2-yl)-4,6,6a,7,8,9-hexahydroindolo[4,3-fg]quinoline-9-carboxamide C[C@H](CCC)NC(=O)C1CN[C@@H]2CC=3C4=C(C2=C1)C=CC=C4NC3